2-(2-fluoro-5-(trifluoromethyl)phenyl)acetic acid FC1=C(C=C(C=C1)C(F)(F)F)CC(=O)O